BrC=1C(=NC=NC1C)OCCN(C)C 2-((5-bromo-6-methylpyrimidin-4-yl)oxy)-N,N-dimethylethan-1-amine